C1N(CC2=CC=CC=C12)CC1=CC=C(C=N1)OCC1CCN(CC1)S(=O)(=O)C 6-(isoindolin-2-ylmethyl)-3-((1-(methylsulfonyl)piperidin-4-yl)methoxy)pyridin